N1=C(N=CC=C1)C(C(=O)O)N1CCCCC1 pyrimidin-2-yl-piperidin-1-yl-acetic acid